C(C)(C)(C)N(C([O-])=O)C1=CC=C(C=C1)C(=O)NNC(=O)[C@H]1N2C(N([C@H](CC1)C2)OS(=O)(=O)O)=O.C(CCC)[N+](CCCC)(CCCC)CCCC tetrabutylammonium tert-butyl-{4-[(2-{[(2S,5R)-7-oxo-6-(sulfooxy)-1,6-diazabicyclo-[3.2.1]oct-2-yl]carbonyl}hydrazinyl)carbonyl]phenyl}carbamate